P(OCC)(OCCC#N)=O ethyl (2-cyanoethyl) phosphonate